N-(5-(2-(3,3-dimethylazetidin-1-yl)acetamido)-2-methylpyridin-3-yl)-7-(5-(hydroxymethyl)-1-methyl-1H-pyrazol-3-yl)-[1,2,4]triazolo[4,3-a]pyridine-3-carboxamide CC1(CN(C1)CC(=O)NC=1C=C(C(=NC1)C)NC(=O)C1=NN=C2N1C=CC(=C2)C2=NN(C(=C2)CO)C)C